[Cl-].CO[Si](CCC[N+](CCCCCCCCCCCCCCCCCC)(C)C)(OC)OC 3-(trimethoxysilyl)propyldimethyl-octadecyl-ammonium chloride